4-((dimethylamino)methyl)-N'-((1,2,3,5,6,7-hexahydrodicyclopenta[b,e]pyridin-8-yl)carbamoyl)benzenesulfonimidamide CN(C)CC1=CC=C(C=C1)S(=O)(N)=NC(NC1=C2C(=NC3=C1CCC3)CCC2)=O